NCC(C(C(C(CO)O)O)O)O 6-aminohexane-1,2,3,4,5-pentaol